6-(dimethylamino)-N-((7-fluoro-5-(pyridin-4-yl)-2,3-dihydro-1H-inden-4-yl)carbamoyl)pyrazine-2-sulfonamide CN(C1=CN=CC(=N1)S(=O)(=O)NC(NC1=C2CCCC2=C(C=C1C1=CC=NC=C1)F)=O)C